C(C1=CC=CC=C1)(=O)OC1C(OCC1)COS(=O)(=O)C1=CC=C(C)C=C1 ((tosyloxy)methyl)tetrahydrofuran-3-yl benzoate